4-(2-aminopropyl)catechol tert-butyl-(R)-((4-(2-(4,4-difluoroazepan-1-yl)-4-methyl-5-(1-methyl-1H-pyrazol-4-yl)nicotinamido)pyridin-2-yl)(methyl)(oxo)-λ6-sulfaneylidene)carbamate C(C)(C)(C)C[S@@](=O)(C1=NC=CC(=C1)NC(C1=C(N=CC(=C1C)C=1C=NN(C1)C)N1CCC(CCC1)(F)F)=O)=NC(O)=O.NC(CC=1C=C(C(O)=CC1)O)C